3-(3-ethoxy-3-oxopropionylamino)pyridine-2-carboxylic acid methyl ester COC(=O)C1=NC=CC=C1NC(CC(=O)OCC)=O